(R)-tert-butyl 3-((S)-3-(3-bromophenyl)-1-(tert-butoxy)-1-oxopropan-2-yl-3,3-d2)pyrrolidine-1-carboxylate BrC=1C=C(C=CC1)C([C@H](C(=O)OC(C)(C)C)[C@@H]1CN(CC1)C(=O)OC(C)(C)C)([2H])[2H]